N-({4-[(1-cyclopropylpiperidin-4-yl)amino]-3-[(trifluoromethyl)sulfonyl]phenyl}sulfonyl)-2-(1H-pyrrolo[2,3-b]pyridin-5-yloxy)benzamide C1(CC1)N1CCC(CC1)NC1=C(C=C(C=C1)S(=O)(=O)NC(C1=C(C=CC=C1)OC=1C=C2C(=NC1)NC=C2)=O)S(=O)(=O)C(F)(F)F